N-(7-((5-bromo-2-((2-methoxy-5-methyl-4-(4-(4-methylpiperazin-1-yl)piperidine-1-yl)phenyl)amino)pyrimidin-4-yl)amino)-2,3-dihydrobenzo[b][1,4]dioxin-6-yl)-N-methylmethanesulfonamide BrC=1C(=NC(=NC1)NC1=C(C=C(C(=C1)C)N1CCC(CC1)N1CCN(CC1)C)OC)NC=1C(=CC2=C(OCCO2)C1)N(S(=O)(=O)C)C